O=C1NC(CC[C@H]1N1CCN(C2=C(C=CC=C12)C1CCN(CC1)CC(=O)O)C)=O 2-[4-[1-[(3R)-2,6-dioxo-3-piperidyl]-4-methyl-2,3-dihydroquinoxalin-5-yl]-1-piperidyl]acetic acid